F[C@]1(C2=CC=CC=C2C1=O)C#N (R)-7-fluoro-8-oxobicyclo[4.2.0]oct-1,3,5-triene-7-carbonitrile